1-(3-hydroxyphenyl)prop-2-en-1-one OC=1C=C(C=CC1)C(C=C)=O